ClC=1C(=CC(=C(N)C1)F)C1=C2C=NN(C2=CC=C1)C 5-Chloro-2-fluoro-4-(1-methyl-1H-indazol-4-yl)aniline